(2R,3R)-3-(3,4-bis(benzyloxy)phenyl)-2-bromo-3-((tert-butyldimethylsilyl)oxy)propan-1-ol C(C1=CC=CC=C1)OC=1C=C(C=CC1OCC1=CC=CC=C1)[C@H]([C@@H](CO)Br)O[Si](C)(C)C(C)(C)C